7-(((R)-2,2-dimethyl-1,3-dioxolan-4-yl)methyl)-7-hydroxyoct-2-enoate CC1(OC[C@H](O1)CC(CCCC=CC(=O)[O-])(C)O)C